C(OC(CO[Si](C)(C)C(C)(C)C)C)(OC(C)Cl)=O 1-((tert-butyldimethylsilyl)oxy)propan-2-yl (1-chloroethyl) carbonate